tri-(4-octyl) phosphate P(=O)(OC(CCC)CCCC)(OC(CCC)CCCC)OC(CCC)CCCC